N-((1-(4-(benzylamino)pyrrolo[2,1-f][1,2,4]triazin-2-yl)-2-methyl-1H-indol-4-yl)methyl)methanesulfonamide C(C1=CC=CC=C1)NC1=NC(=NN2C1=CC=C2)N2C(=CC1=C(C=CC=C21)CNS(=O)(=O)C)C